CN(C1=CC=C(C=CC(S(=O)(=O)C2=CC=C(C)C=C2)C=CC2=CC=C(C=C2)N(C)C)C=C1)C bis(p-dimethylaminostyryl)-1-p-toluenesulfonylmethane